BrC1=CN=C(C2=CC=CC=C12)CN(C(=O)C1(CC1)C1=CC=C2C(NN=C(C2=C1)CNC(OC(C)(C)C)=O)=O)C1CCCC=2C=CC=NC12 tert-butyl ((7-(1-(((4-bromoisoquinolin-1-yl)methyl)(5,6,7,8-tetrahydroquinolin-8-yl)carbamoyl)cyclopropyl)-4-oxo-3,4-dihydrophthalazin-1-yl)methyl)carbamate